L-threonine methyl ester hydrochloride Cl.COC([C@@H](N)[C@H](O)C)=O